I.BrC1=C2C=CNC2=CC(=C1OC1=CC(=NC=C1)C(=N)SC)F methyl 4-((4-bromo-6-fluoro-1H-indol-5-yl)oxy)pyridine-2-carbimidothioate hydroiodide